O=C1NC(CCC1N1C(C2=CC=CC(=C2C1=O)OCC(=O)NCCCCCCC(=O)O)=O)=O 7-(2-((2-(2,6-dioxopiperidin-3-yl)-1,3-dioxoisoindolin-4-yl)oxy)acetamido)heptanoic acid